C[C@H]1N[C@@H](CC(C1)C(=O)OCC)C ethyl (2R,6R)-2,6-dimethylpiperidine-4-carboxylate